4,5-dichloro-2-(pyrrolidin-3-yl)phenol ClC1=CC(=C(C=C1Cl)O)C1CNCC1